(4-bromo-2-fluoro-6-methoxy-phenyl)methyl-triphenyl-phosphonium BrC1=CC(=C(C(=C1)OC)C[P+](C1=CC=CC=C1)(C1=CC=CC=C1)C1=CC=CC=C1)F